C(\C=C\C1=CC(O)=C(O)C=C1)(=O)C(C(=O)O)(CCCCCC)C(\C=C\C1=CC(O)=C(O)C=C1)=O dicaffeoyl-caprylic acid